2-((5-isobutyl-1-(1-(2,2,2-trifluoroethyl)piperidin-3-yl)-1H-pyrazol-3-yl)amino)-5-(thiophen-2-yl)nicotinic acid C(C(C)C)C1=CC(=NN1C1CN(CCC1)CC(F)(F)F)NC1=C(C(=O)O)C=C(C=N1)C=1SC=CC1